mercaptooxide SOS